N1(C=NC=C1)C=1C=CC(=C(C1)O)C=1N=NC(=CC1)O[C@H]1C[C@@]2(C=C[C@H](C1)N2)C 5-(1H-imidazol-1-yl)-2-(6-(((1R,3R,5S)-1-methyl-8-azabicyclo[3.2.1]octan-6-en-3-yl)oxy)pyridazin-3-yl)phenol